C(C)N1N=C(C(=C1C1=NN=CN1CC1=CC=C(C=C1)OC)N)C 1-ethyl-5-[4-[(4-methoxyphenyl)methyl]-1,2,4-triazol-3-yl]-3-methyl-pyrazol-4-amine